4-(bicyclo[4.2.0]oct-1,3,5-trien-3-yl)-2,6-bis(4-nitrophenyl)pyridine C12=CC(=CC=C2CC1)C1=CC(=NC(=C1)C1=CC=C(C=C1)[N+](=O)[O-])C1=CC=C(C=C1)[N+](=O)[O-]